CC=1C=C(C=C2C=NNC12)CCC(=O)[O-] 3-(7-methyl-1H-indazol-5-yl)propanoate